3-[2-(1H-benzimidazole-2-carbonyl)-3,4-dihydro-1H-isoquinolin-7-yl]-3-(1-ethyl-4-methyl-benzotriazol-5-yl)propanoic acid N1C(=NC2=C1C=CC=C2)C(=O)N2CC1=CC(=CC=C1CC2)C(CC(=O)O)C2=C(C1=C(N(N=N1)CC)C=C2)C